OCC=1C(=NC=C(N1)S[Na])N1CCC2([C@@H]([C@@H](OC2)C)NC(OC(C)(C)C)=O)CC1 Tert-Butyl N-[(3S,4S)-8-[3-(hydroxymethyl)-5-(sodiosulfanyl)pyrazin-2-yl]-3-methyl-2-oxa-8-azaspiro[4.5]decan-4-yl]carbamate